COC1=C(C=CC(=C1)C(F)(F)F)C=1C=NC=CC1 3-(2-methoxy-4-(trifluoromethyl)phenyl)pyridine